N[C@@H](CCC(=O)[O-])C(=O)[O-].[Mg+2] magnesium L-glutamate